COC=1C=2N(C=C(C1)C1=CC3=C(N(C(N3)=O)[C@H]3CN(CCC3)CCOC)C=C1C)N=CN2 (R)-5-(8-Methoxy-[1,2,4]triazolo[1,5-a]pyridin-6-yl)-1-(1-(2-methoxyethyl)piperidin-3-yl)-6-methyl-1,3-dihydro-2H-benzo[d]imidazol-2-on